bis-(2-citraconimidophenyl) disulfide C1(C(C)=CC(N1C1=C(C=CC=C1)SSC1=C(C=CC=C1)N1C(C(C)=CC1=O)=O)=O)=O